CN(C)CC1=C(C=CC(=C1)B1OC(C(O1)(C)C)(C)C)N1CCN(CC1)C(=O)OCCCC butyl 4-(2-((dimethylamino)methyl)-4-(4,4,5,5-tetramethyl-1,3,2-dioxaborolan-2-yl)phenyl)piperazine-1-carboxylate